methyl-phenyltin trissuberate C(CCCCCCC(=O)[O-])(=O)[O-].C(CCCCCCC(=O)[O-])(=O)[O-].C(CCCCCCC(=O)[O-])(=O)[O-].C[Sn+2]C1=CC=CC=C1.C[Sn+2]C1=CC=CC=C1.C[Sn+2]C1=CC=CC=C1